C1=CC2=C(C=C1S(=O)(=O)O)C3=NC4=NC(=NC5=NC(=NC6=C7C=CC(=CC7=C(N6)N=C2N3)S(=O)(=O)O)C8=C5C=CC(=C8)S(=O)(=O)O)C9=C4C=CC(=C9)S(=O)(=O)O tetrasulfophthalocyanine